3-oxo-4-(pyridin-2-yl)butanenitrile O=C(CC#N)CC1=NC=CC=C1